CN(C(OC(C)(C)C)=O)C1CCC2(CC(C2)CN(C2=CC=CC=3NC(N(C32)C)=O)C)CC1 Tert-butyl N-methyl-N-[2-[[methyl-(3-methyl-2-oxo-1H-benzimidazol-4-yl)amino]methyl] spiro[3.5]nonan-7-yl]carbamate